N,2-dimethoxy-N-[[4-[5-(trifluoromethyl)-1,2,4-oxadiazol-3-yl]phenyl]methyl]propanamide palladium (acetate) tetrakis(pentafluorophenyl)borate FC1=C(C(=C(C(=C1[B-](C1=C(C(=C(C(=C1F)F)F)F)F)(C1=C(C(=C(C(=C1F)F)F)F)F)C1=C(C(=C(C(=C1F)F)F)F)F)F)F)F)F.C(C)(=O)[O-].[Pd+2].CON(C(C(C)OC)=O)CC1=CC=C(C=C1)C1=NOC(=N1)C(F)(F)F